7-(5-(5-(1-oxa-6-azaspiro[3.3]heptan-6-yl)-1,3,4-thiadiazol-2-yl)-4-(isopropylamino)pyridin-2-yl)pyrrolo[1,2-b]pyridazine-3-carbonitrile O1CCC12CN(C2)C2=NN=C(S2)C=2C(=CC(=NC2)C2=CC=C1N2N=CC(=C1)C#N)NC(C)C